2-(((1R,4R)-4-(1,1-dioxoisothiazolidin-2-yl)cyclohexyl)amino)-6-ethynyl-8-((1R,2R)-2-hydroxy-2-methylcyclopentyl)pyrido[2,3-d]pyrimidin-7(8H)-one O=S1(N(CCC1)C1CCC(CC1)NC=1N=CC2=C(N1)N(C(C(=C2)C#C)=O)[C@H]2[C@](CCC2)(C)O)=O